N1(CCC1)C(=O)\C(\C#N)=C(\C1=CC(=C(C(=C1)[N+](=O)[O-])OC)OC)/Cl (Z)-2-(azetidine-1-carbonyl)-3-chloro-3-(3,4-dimethoxy-5-nitrophenyl)acrylonitrile